CN(CCN1N=CC(=C1)C(=O)N)C 1-[2-(dimethylamino)ethyl]-1H-pyrazole-4-carboxamide